CC=1C=C(N=NC1)C(=O)NC1(CC1)C1=NC=CC=C1 5-methyl-N-(1-(pyridin-2-yl)cyclopropyl)pyridazine-3-carboxamide